C(=O)(O)[Mn](C(=O)O)(C(=O)O)C(=O)O tetra-carboxyl-manganese